C1(CC1)C(C(=O)O)NC 2-CYCLOPROPYL-2-(METHYLAMINO)ACETIC ACID